((3-fluorophenyl)sulfonyl)-1-(4-(5-(trifluoromethyl)-1,2,4-oxadiazol-3-yl)phenyl)ethan-1-one (3-(5-amino-4-oxobenzo[d][1,2,3]triazin-3(4H)-yl)-2,6-dioxopiperidin-1-yl)methyl-butyrate NC1=CC=CC=2N=NN(C(C21)=O)C2C(N(C(CC2)=O)COC(CCC)=O)=O.FC=2C=C(C=CC2)S(=O)(=O)CC(=O)C2=CC=C(C=C2)C2=NOC(=N2)C(F)(F)F